(1R,3S)-3-(3-{[(4-meth-oxyphenyl)acetyl]amino}-1H-pyrazol-5-yl)cyclopentyl ethylcarbamate C(C)NC(O[C@H]1C[C@H](CC1)C1=CC(=NN1)NC(CC1=CC=C(C=C1)OC)=O)=O